1-[(1S,4aR,5R,8aS)-5-[(1S)-2,2-difluoro-1-hydroxy-1-methyl-ethyl]-1-methyl-3,4,4a,5,6,7,8,8a-octahydro-1H-isoquinolin-2-yl]-2-[3,5-dichloro-2-[(1R)-1-hydroxyethyl]-4-pyridyl]ethanone FC([C@@](C)(O)[C@H]1[C@@H]2CCN([C@H]([C@H]2CCC1)C)C(CC1=C(C(=NC=C1Cl)[C@@H](C)O)Cl)=O)F